NC1=NC(=NC2=C(C(=C(C=C12)OC)OC)F)C1=C(CN(CC1)C(C[C@H](C1=CC=C(C=C1)F)NCC)=O)C(=O)[O-] (R)-4-(4-amino-8-fluoro-6,7-dimethoxyquinazolin-2-yl)-1-(3-(ethylamino)-3-(4-fluorophenyl) propanoyl)-1,2,5,6-tetrahydropyridine-3-carboxylate